N-(2-benzoyl-4-methoxyphenyl)-N-methylnitrosamide C(C1=CC=CC=C1)(=O)C1=C(C=CC(=C1)OC)N(N=O)C